CC1(NS(C2=C1C=CC(=C2)C2=NNC1=NC=C(C=C12)C=1C=CC2=C(CCC(CC2)N2[C@@H](CCC2)C)C1)(=O)=O)C 3,3-Dimethyl-6-(5-{7-[(2R)-2-methylpyrrolidin-1-yl]-6,7,8,9-tetrahydro-5H-benzo[7]annulen-2-yl}-1H-pyrazolo[3,4-b]pyridin-3-yl)-2,3-dihydro-1λ6,2-benzothiazole-1,1-dione